COC1=C(C(=C(C2=CC=CC=C12)OC)C)CC=1C=NC(=NC1)C#N 5-((1,4-dimethoxy-3-methylnaphthalen-2-yl)methyl)pyrimidine-2-carbonitrile